1-((4-(4,4,5,5-tetramethyl-1,3,2-dioxaborolan-2-yl)phenoxy)methyl)cyclopropan-1-ol CC1(OB(OC1(C)C)C1=CC=C(OCC2(CC2)O)C=C1)C